(3-(tert-butyl)-1-phenyl-1H-pyrazol-5-yl)carbamic acid 2,2,2-trichloroethyl ester ClC(COC(NC1=CC(=NN1C1=CC=CC=C1)C(C)(C)C)=O)(Cl)Cl